N-(3-(4-bromo-3-nitro-1H-pyrazol-1-yl)-5-(4-methylpiperazin-1-yl)phenyl)acrylamide BrC=1C(=NN(C1)C=1C=C(C=C(C1)N1CCN(CC1)C)NC(C=C)=O)[N+](=O)[O-]